ClC1=CN=CC(=N1)C(CNC(=O)C1=NOC(=C1)C1=C(C=C(C=C1)F)F)(C)C=1C=NN(C1)C N-[2-(6-chloropyrazin-2-yl)-2-(1-methylpyrazol-4-yl)propyl]-5-(2,4-difluorophenyl)isoxazole-3-carboxamide